5-(methylsulfonyl)-2,4,5,6-tetrahydropyrrolo[3,4-c]pyrazole CS(=O)(=O)N1CC2=NNC=C2C1